4-(4,7-difluoro-1H-benzimidazol-2-yl)-1,2,5-oxadiazol-3-amine FC1=CC=C(C=2NC(=NC21)C=2C(=NON2)N)F